OC=1C=CC2=C(SC(=C2C(=O)C2=CC=C(O[C@H]3CN(CC3)C(CC(C)(C)C)=O)C=C2)C2=CC=C(C=C2)O)C1 (R)-1-(3-(4-(6-hydroxy-2-(4-hydroxyphenyl)benzo[b]thiophene-3-carbonyl)phenoxy)pyrrolidin-1-yl)-3,3-dimethylbutan-1-one